3-amino-N-{2-[3-amino-4-(2-methoxypropoxy)pyrrolidin-1-yl]-4-fluoro-5,6,7,8-tetrahydroquinolin-6-yl}-6-methylthieno[2,3-b]pyridine-2-carboxamide NC1=C(SC2=NC(=CC=C21)C)C(=O)NC2CC=1C(=CC(=NC1CC2)N2CC(C(C2)OCC(C)OC)N)F